C(#N)C1=C(C=C(C=C1)N1C(N(C(C1=O)(C)C)C=1C(=C(C(=O)O)C=CC1)F)=S)C(F)(F)F (3-(4-cyano-3-(trifluoromethyl)phenyl)-5,5-dimethyl-4-oxo-2-thioxoimidazolidin-1-yl)-2-fluorobenzoic acid